C(C)OC(C(CC(=O)OCC)CC1=CC=C(C=C1)OCC)=O 4-ethoxybenzylsuccinic acid diethyl ester